BrCC=1C(NC(N(N1)C1=CC(=C(C(=C1)Cl)OC1=NNC(C(=C1)C(C)C)=O)Cl)=O)=O 6-(bromomethyl)-2-[3,5-dichloro-4-[(5-isopropyl-6-oxo-1H-pyridazin-3-yl)oxy]phenyl]-4H-1,2,4-triazine-3,5-dione